C(#N)C1=C(N=C(S1)NC(=O)[C@@H]1C[C@@H](CC1)C(=O)O)C1=CC=CC=C1 (1R,3S)-3-(5-cyano-4-phenyl-1,3-thiazole-2-ylcarbamoyl)cyclopentanecarboxylic acid